CC1=NC=2C(=NC(=CC2)C=2C=CN3N=C(N=CC32)N[C@@H]3C[C@H](C3)OCC)N1C 5-(2,3-dimethyl-3H-imidazo[4,5-b]pyridin-5-yl)-N-(trans-3-ethoxycyclobutyl)pyrrolo[2,1-f][1,2,4]triazin-2-amine